N1C(=C(C=2C(=CC=CC12)C=O)C=O)C=O indole-trimethanal